C(C)(=O)N1CCC(CC1)NCC1=C(C=C(C=C1)C1=NC=CC(=C1Cl)C=1C(=C(C=CC1)C=1C=C(C(=NC1)CNC1CCN(CC1)C(C)=O)OC)Cl)OC 1-(4-(((5-(3-(2-(4-(((1-acetylpiperidin-4-yl)amino)methyl)-3-methoxyphenyl)-3-chloropyridin-4-yl)-2-chlorophenyl)-3-methoxypyridin-2-yl)methyl)amino)piperidin-1-yl)ethan-1-one